2-(1-tosyl-4-(trifluoromethyl)piperidin-2-yl)benzaldehyde S(=O)(=O)(C1=CC=C(C)C=C1)N1C(CC(CC1)C(F)(F)F)C1=C(C=O)C=CC=C1